BrCC(=O)N1CCN(CC1)S(=O)(=O)C1CC1 2-bromo-1-(4-(cyclopropylsulfonyl)piperazin-1-yl)ethan-1-one